C1CC12CN[C@@H](C2)C2=NC(=NO2)C=2C=CC(=C(C2)NC(=O)C2=CN=C1N2C=CC(=C1)COC)C N-[5-[5-[(6S)-5-azaspiro[2.4]heptan-6-yl]-1,2,4-oxadiazol-3-yl]-2-methyl-phenyl]-7-(methoxymethyl)imidazo[1,2-a]pyridine-3-carboxamide